Cl.Cl.FC(CN1CCN(CC1)CC(F)(F)F)(F)F 1,4-Bis(2,2,2-trifluoroethyl)piperazine dihydrochloride